C1(=CC=C(C=C1)C1=C(C2=C(OC3=C2C=CC=C3)C=C1)N)C1=CC=CC=C1 [1,1'-biphenyl]-4-yl-1-dibenzofuranamine